C(C)(C)(C)C1=CC=C(C=C1)NC1CCC(CC1)CCCCC(=O)O 5-(4-((4-(tert-butyl)phenyl)amino)cyclohexyl)pentanoic acid